N[C@@H](C(=O)O)COC (2R)-2-amino-3-methoxypropionic acid